5-(((4S)-6-(4-chlorophenyl)-4-(2-(ethylamino)-2-oxoethyl)-1-methyl-4H-benzo[f][1,2,4]triazolo[4,3-a][1,4]diazepin-8-yl)oxy)-N-phenylpentanamide ClC1=CC=C(C=C1)C1=N[C@H](C=2N(C3=C1C=C(C=C3)OCCCCC(=O)NC3=CC=CC=C3)C(=NN2)C)CC(=O)NCC